(1S,3R,4S,5R)-3-((5-chloro-4-(4,8-dichloro-3-(2-hydroxypropan-2-yl)quinolin-6-yl)pyrimidin-2-yl)amino)-6,8-dioxabicyclo[3.2.1]octan-4-ol ClC=1C(=NC(=NC1)N[C@@H]1C[C@H]2CO[C@@H]([C@H]1O)O2)C=2C=C1C(=C(C=NC1=C(C2)Cl)C(C)(C)O)Cl